N-(2-{4-[(sulfamoyl)amino]hexahydropyridin-1-yl}-5-fluorophenyl)-8-(phenyloxy)imidazo[3,2-a]pyrazine-6-carboxamide hydrochloride Cl.S(N)(=O)(=O)NC1CCN(CC1)C1=C(C=C(C=C1)F)NC(=O)C=1N=C(C=2N(C1)C=CN2)OC2=CC=CC=C2